8-(3,5-dichlorophenyl)-1-[(4-methoxyphenyl)methyl]-4-oxo-1,7-naphthyridine-3-carboxylic acid ethyl ester C(C)OC(=O)C1=CN(C2=C(N=CC=C2C1=O)C1=CC(=CC(=C1)Cl)Cl)CC1=CC=C(C=C1)OC